(3R)-N-[2-cyano-4-fluoro-3-[3-[(3R)-1-oxa-8-azaspiro[4.5]decan-3-yl]-4-oxo-quinazolin-6-yl]oxy-phenyl]-3-fluoro-pyrrolidine-1-sulfonamide C(#N)C1=C(C=CC(=C1OC=1C=C2C(N(C=NC2=CC1)[C@H]1COC2(C1)CCNCC2)=O)F)NS(=O)(=O)N2C[C@@H](CC2)F